[C-]#N.C(CCC)[N+]1=CC=C(C=C1)C 1-Butyl-4-Methylpyridinium cyanid